CN(CCN1CCN(CC1)C1=NC(=NC(=C1OC)NC1=NNC(=C1)C)SC1=CC=C(C=C1)S(=O)(=O)CC1=C(C(=CC=C1)[N+](=O)[O-])O)C 2-(((4-((4-(4-(2-(dimethylamino)ethyl)piperazin-1-yl)-5-methoxy-6-((5-methyl-1H-pyrazol-3-yl)amino)pyrimidin-2-yl)thio)phenyl)sulfonyl)methyl)-6-nitrophenol